(1R,2R)-1-(4-fluorophenyl)-2-((phenylthio)methyl)but-3-en-1-ol FC1=CC=C(C=C1)[C@@H]([C@@H](C=C)CSC1=CC=CC=C1)O